(1-(4-(3-(trifluoromethyl)benzyl)pyridin-2-yl)-4,5,6,7-tetrahydro-1H-benzo[d][1,2,3]triazol-4-yl)acetamide FC(C=1C=C(CC2=CC(=NC=C2)N2N=NC3=C2CCCC3CC(=O)N)C=CC1)(F)F